ammonium 2-styrenesulfonate C=CC=1C(=CC=CC1)S(=O)(=O)[O-].[NH4+]